2,2,4,6,7-pentamethyl-3H-1-benzofuran-5-sulfonyl isothiocyanate CC1(OC2=C(C1)C(=C(C(=C2C)C)S(=O)(=O)N=C=S)C)C